C(#N)C1=NC(=C(C2=C1CC(C2)COS(=O)(=O)C2=CC=C(C=C2)C)C)OCC2N(CC(NC2)=O)C(=O)OC(C)(C)C tert-Butyl 2-[[1-cyano-4-methyl-6-[(4-methylphenyl)sulfonyloxymethyl]-6,7-dihydro-5H-cyclopenta[c]pyridin-3-yl]oxymethyl]-5-oxopiperazine-1-carboxylate